5-(5-chloro-2-(1-methyl-1H-pyrazol-4-yl)phenyl)-4-methyl-3-methylenedihydrofuran-2(3H)-one ClC=1C=CC(=C(C1)C1C(C(C(O1)=O)=C)C)C=1C=NN(C1)C